1-[6-(2-hydroxyphenyl)pyridazin-4-yl]-N-methyl-4-(4-methylpyrazol-1-yl)-N-(piperidin-4-yl)piperidine-4-carboxamide OC1=C(C=CC=C1)C1=CC(=CN=N1)N1CCC(CC1)(C(=O)N(C1CCNCC1)C)N1N=CC(=C1)C